tert-butyl 6-(3-(3-chloro-4-(dimethylcarbamoyl) phenylamino)azetidin-1-yl)-2-azaspiro[3.3]heptane-2-carboxylate ClC=1C=C(C=CC1C(N(C)C)=O)NC1CN(C1)C1CC2(CN(C2)C(=O)OC(C)(C)C)C1